6-(3-chloro-2,6-difluorophenyl)pyrimidin-4-ol hydrobromide Br.ClC=1C(=C(C(=CC1)F)C1=CC(=NC=N1)O)F